FC(C1=CC=C(C=C1)C=1C=C2C=CC=NC2=C(C1)C1CN(CC1)C(C=C)=O)(F)F 1-(3-(6-(4-(trifluoromethyl)phenyl)quinolin-8-yl)pyrrolidin-1-yl)prop-2-en-1-one